(S)-6-Amino-N-(1-(5-(2-methoxychinolin-3-yl)-1H-imidazol-2-yl)-7-oxononyl)-2-methyl-2-azaspiro[3.3]heptan-6-carboxamid NC1(CC2(CN(C2)C)C1)C(=O)N[C@@H](CCCCCC(CC)=O)C=1NC(=CN1)C=1C(=NC2=CC=CC=C2C1)OC